OC1=C2C(C=C(OC2=C(C(=C1)OCC1=CC=CC=C1)OC)C1=CC=C(C=C1)N1CCCC1)=O 5-hydroxy-8-methoxy-7-benzyloxy-2-(4-(pyrrolidin-1-yl)phenyl)-4H-chromen-4-one